C(C)(C)(C)[C@@H]1C[C@@H]([C@H](O1)C(=O)NC1=CC(=NC=C1)C(=O)N)C1=C(C(=C(C=C1)F)F)OC (2S,3R,5S)-4-[[5-tert-Butyl-3-(3,4-difluoro-2-methoxyphenyl)tetrahydrofuran-2-carbonyl]amino]pyridin-2-carboxamid